C1(=CC=C(C=C1)CN)CN para-Xylylendiamin